C1(=CCCCC1)C1=CC=C(C(=N1)OC1=C(C=C(C=C1C)C)C)C(=O)NS(=O)(=O)C=1C(NC=CC1)=O 6-(Cyclohexen-1-yl)-N-[(2-oxo-1H-pyridin-3-yl)sulfonyl]-2-(2,4,6-trimethylphenoxy)pyridin-3-carboxamid